N[C@@H](C)[C@@H]1C([C@@H](C1)NC(OC(C)(C)C)=O)(C)C tert-Butyl {(1R,3S)-3-[(1S)-1-aminoethyl]-2,2-dimethylcyclobutyl}carbamate